2-chloro-N-(3-(1-(4-((4-chlorophenyl)amino)piperidine-4-carbonyl)piperidin-4-yl)propyl)acetamide hydrochloride Cl.ClCC(=O)NCCCC1CCN(CC1)C(=O)C1(CCNCC1)NC1=CC=C(C=C1)Cl